N-(4-(4-amino-7-cyano-3-(3-fluoro-4-((4-methylpyrimidin-2-yl)oxy)phenyl)-1-methyl-1H-pyrrolo[3,2-c]pyridin-2-yl)phenyl)-2-fluoroacrylamide NC1=NC=C(C2=C1C(=C(N2C)C2=CC=C(C=C2)NC(C(=C)F)=O)C2=CC(=C(C=C2)OC2=NC=CC(=N2)C)F)C#N